BrC1=C(C=C(CS(=O)(=O)C2=NC=3N(C(N(C(C3N2C)=O)C)=O)C)C=C1)Cl 8-(4-bromo-3-chlorobenzylsulfonyl)-1,3,7-trimethyl-1H-purine-2,6(3H,7H)-dione